6-(cyclopropanecarboxamido)-4-((2-methoxy-3-(1-((2R,3R)-3-methoxyspiro[4.4]nonan-2-yl)-1H-pyrazol-4-yl)phenyl)amino)nicotinamide C1(CC1)C(=O)NC1=NC=C(C(=O)N)C(=C1)NC1=C(C(=CC=C1)C=1C=NN(C1)[C@@H]1CC2(C[C@H]1OC)CCCC2)OC